NC1(CCCCC1)COC1=CC=2N(C=C1)C(=CN2)C2=CC(=C(C(=O)NC1CC1)C(=C2)OC)OC(F)F 4-[7-[(1-aminocyclohexyl)methoxy]imidazo[1,2-a]pyridin-3-yl]-N-cyclopropyl-2-(difluoromethoxy)-6-methoxy-benzamide